CC1(OC2C(O1)C(CC2C=O)N2C=C(C1=C2N=CN=C1)C=1SC=CC1)C 2,2-Dimethyl-6-[5-(thiophen-2-yl)pyrrolo[2,3-d]pyrimidin-7-yl]-tetrahydro-3aH-cyclopenta[d][1,3]dioxole-4-carbaldehyde